methyl 2-ethyl-5-methyl-2,3-dihydro-1H-indene-2-carboxylate C(C)C1(CC2=CC=C(C=C2C1)C)C(=O)OC